[18F]C(=O)[C@H](O)[C@@H](O)[C@H](O)[C@H](O)CO [18F]-fluoro-D-glucose